(E)-N-(2-methyl-6-(thiophen-2-yl)-3-((E)-2-(thiophen-2-yl)vinyl)imidazo[1,2-b][1,2,4]triazin-7-yl)-1-(thiophen-2-yl)methanimine CC=1C(=NC=2N(N1)C(=C(N2)C=2SC=CC2)/N=C/C=2SC=CC2)\C=C\C=2SC=CC2